N1=CC=CC2=CC=NC=C12 1,7-naphthyridin